N-(3-(((1,4-dioxan-2-yl)methyl)amino)-4-fluorobenzyl)-6'-fluoro-1'-methyl-4'-oxo-3',4'-dihydro-1'h-spiro[piperidine-4,2'-quinoline]-1-carboxamide O1C(COCC1)CNC=1C=C(CNC(=O)N2CCC3(N(C4=CC=C(C=C4C(C3)=O)F)C)CC2)C=CC1F